N1C(=NC2=C1C=CC=C2)C2=CC(=NN2C)NC(=O)C=2C=NC(=CC2)N2CCN(CC2)C(COCCO)=O N-[5-(1H-benzimidazol-2-yl)-1-methyl-pyrazol-3-yl]-6-[4-[2-(2-hydroxyethoxy)acetyl]piperazin-1-yl]pyridine-3-carboxamide